6-methyl-2-oxo-5-(1H-pyrazol-4-yl)-1-(3-trifluoromethylphenyl)-1,2-dihydro-pyridine-3-carboxylic acid 4-methanesulfonyl-benzylamide CS(=O)(=O)C1=CC=C(CNC(=O)C=2C(N(C(=C(C2)C=2C=NNC2)C)C2=CC(=CC=C2)C(F)(F)F)=O)C=C1